Tert-butyl N-{1-[(3-hydroxypropyl)(methyl)sulfamoyl]piperidin-4-yl}carbamate OCCCN(S(=O)(=O)N1CCC(CC1)NC(OC(C)(C)C)=O)C